N-(5-(3-fluorobenzyl)pyridin-2-yl)-3-methyl-[1,2,4]triazolo[4,3-a]pyridine-6-carboxamide FC=1C=C(CC=2C=CC(=NC2)NC(=O)C=2C=CC=3N(C2)C(=NN3)C)C=CC1